1-(4-(2-(3,4-dimethoxyphenyl)-3-isopropyl-1H-indol-5-yl)piperidin-1-yl)-2-((1-hydroxybut-2-yl)amino)ethan-1-one COC=1C=C(C=CC1OC)C=1NC2=CC=C(C=C2C1C(C)C)C1CCN(CC1)C(CNC(CO)CC)=O